(R)-N-((S)-1'-(4-amino-6-cyanopyrimidin-2-yl)-5,7-dihydrospiro[cyclopenta[c]pyridin-6,4'-piperidin]-5-yl)-2-methylpropan-2-sulfinamide NC1=NC(=NC(=C1)C#N)N1CCC2(CC1)[C@@H](C1=C(C=NC=C1)C2)N[S@](=O)C(C)(C)C